N1N=CC(=C1)C(=O)N pyrazol-4-carboxylic acid amide